C1(CC1)N1N=CC(=C1)[C@@H]1CN(C[C@@H](O1)C(F)F)C1=NC2=NC(=C(N=C2C(=N1)C1=C(C=C(C=C1)F)F)C)C (2R,6R)-2-(1-cyclopropylpyrazol-4-yl)-6-(difluoromethyl)-4-[4-(2,4-difluorophenyl)-6,7-dimethyl-pteridin-2-yl]morpholine